3-(3-((1r,3r)-1-(2-(5-((6,7-difluoro-4-(methylsulfonyl)-1H-indol-5-yl)oxy)-2-fluorophenyl)-1H-imidazol-5-yl)-3-methoxy-3-methylcyclobutyl)-5-fluorophenyl)propanoic acid FC1=C(C(=C2C=CNC2=C1F)S(=O)(=O)C)OC=1C=CC(=C(C1)C=1NC(=CN1)C1(CC(C1)(C)OC)C=1C=C(C=C(C1)F)CCC(=O)O)F